O1C[C@@H](OC2=NC=CC=C21)C2=CC=C(CNC(CN1CCCC1)(C)C)C=C2 N-{4-[(3S)-2,3-dihydro[1,4]dioxino[2,3-b]pyridin-3-yl]benzyl}-2-methyl-1-(pyrrolidin-1-yl)propan-2-amine